3-phenylisoquinoline-1(2H)-one C1(=CC=CC=C1)C=1NC(C2=CC=CC=C2C1)=O